CC1=CC(=NC=C1)C1CNC(CO1)([2H])[2H] 2-(4-Methylpyridin-2-yl)morpholin-5,5-d2